(4-((2-ethyl-8-fluoro-3-oxo-3,4-dihydroquinoxalin-6-yl)methyl)piperazin-1-yl)-N-(2-fluoroethyl)-6-methylpyridinecarboxamide C(C)C1=NC2=C(C=C(C=C2NC1=O)CN1CCN(CC1)C=1C(=NC(=CC1)C)C(=O)NCCF)F